COS(=O)(=O)C1=C(C=C(C=C1)C)C1CCN(CC1)C1=C(C=CC(=C1)OC)C=1C=NN(C1)CCCCCC (1-(2-(1-hexyl-1H-pyrazol-4-yl)-5-methoxyphenyl)piperidin-4-yl)-4-methylbenzenesulfonic acid methyl ester